O1N=CN=C1 trans-1,2,4-oxadiazole